methoxycubane COC12C3C4C5C3C1C5C24